3,3-bis(3-tert-butyl-4-hydroxyphenyl)butyric acid C(C)(C)(C)C=1C=C(C=CC1O)C(CC(=O)O)(C)C1=CC(=C(C=C1)O)C(C)(C)C